1-methyl-2-sulfopropyl-pyrazole trifluoromethanesulfonate FC(S(=O)(=O)O)(F)F.CC(C(C)S(=O)(=O)O)C1=NNC=C1